methylenediacetic amide C(CC(=O)N)CC(=O)N